OP(O)OP(O)O.C(C)(C)(C)C1=C(C=CC(=C1)C(C)(C)C)C(O)(C(CO)(CO)CO)C1=C(C=C(C=C1)C(C)(C)C)C(C)(C)C bis(2,4-di-tertiary butyl-phenyl)pentaerythritol diphosphite